2-formyl-5,7-dihydro-6H-pyrrolo[3,4-d]pyrimidine-6-carboxylic acid tert-butyl ester C(C)(C)(C)OC(=O)N1CC=2N=C(N=CC2C1)C=O